C1(=CC=CC=C1)C1=C2C=CC=CC2=C(C2=C(C3=CC=CC=C3C(=C12)C1=CC=CC=C1)C1=CC=CC=C1)C1=CC=CC=C1 5,6,11,12-tetraphenylnaphthacene